2-chloro-4-[[5-(3-ethyl-1,2,4-oxadiazol-5-yl)-4-[[(1S)-2-hydroxy-1-phenyl-ethyl]amino]pyrimidin-2-yl]amino]-N,N-dimethyl-benzamide ClC1=C(C(=O)N(C)C)C=CC(=C1)NC1=NC=C(C(=N1)N[C@H](CO)C1=CC=CC=C1)C1=NC(=NO1)CC